NC([C@H](CCC(=O)OC(C)(C)C)N1C(C2=CC=C(C=C2C1)O[C@@H]1CN(CC1)CC=1C=C2C=NC(=NC2=CC1F)N1CCOCC1)=O)=O Tert-butyl (S)-5-amino-4-(5-(((S)-1-((7-fluoro-2-morpholinoquinazolin-6-yl)methyl)pyrrolidin-3-yl)oxy)-1-oxoisoindolin-2-yl)-5-oxopentanoate